ethane-phosphonic acid C(C)P(O)(=O)O